2-((dimethylamino)methylene)-5-isobutylcyclohexane-1,3-dione CN(C)C=C1C(CC(CC1=O)CC(C)C)=O